C(C)C1=C(C=C(C=C1)C(N[C@@H]1[C@H](C[C@H](C1)OC(F)(F)F)O)=O)NC(=O)C1=CN=C(O1)C1=CC=CC=C1 N-(2-ethyl-5-{[(1S,2S,4S)-2-hydroxy-4-(trifluoromethoxy)cyclopentyl]carbamoyl}phenyl)-2-phenyl-1,3-oxazole-5-Carboxamide